FC(CCC(=O)NCC1OC(OCC1)OC)(C(C(C(C(C(F)(F)F)(F)F)(F)F)(F)F)(F)F)F 4,4,5,5,6,6,7,7,8,8,9,9,9-tridecafluoro-N-((2-methoxy-1,3-dioxan-4-yl)methyl)nonanamide